secondary butyl-silane C(C)(CC)[SiH3]